O(C)C=1C=C(CO)C=C(C1)OC 3,5-dimethoxylbenzyl alcohol